NC=1C(NC=CC1)=O 3-aminopyridin-2(1H)-one